ClC=1C(=NC=C(C1)C(F)(F)F)C(=O)NC(NC1=C(C=C(C=C1)Cl)C1CCCCC1)=S 3-chloro-N-((4-chloro-2-(cyclohexyl)phenyl)thiocarbamoyl)-5-(trifluoromethyl)picolinamide